4,4'-bis(1-piperidyl)biphenyl N1(CCCCC1)C1=CC=C(C=C1)C1=CC=C(C=C1)N1CCCCC1